FC(C(/C(=C(/C(C(C(C(C(F)(F)F)(F)F)(F)F)(F)F)(F)F)\C(C(C(F)(F)F)(F)F)(F)F)/F)(F)F)(F)F E-1,1,1,2,2,3,5,5,6,6,7,7,8,8,9,9,9-heptadecafluoro-4-(perfluoropropyl)-3-nonene